OC(C)(C)C1=C(C=C(C=C1)C=1SC=CC1)NC1=NC=NC2=CC(=C(C=C12)OC1CN(C1)C(C=C)=O)OC 1-(3-((4-((2-(2-hydroxypropan-2-yl)-5-(thiophen-2-yl)phenyl)amino)-7-methoxyquinazolin-6-yl)oxy)azetidin-1-yl)prop-2-en-1-one